C1(CC1)N1C=NC2=C1C=C(C(=C2F)C#C[Si](C)(C)C)F 1-cyclopropyl-4,6-difluoro-5-[2-(trimethylsilyl)ethynyl]-1,3-benzodiazole